4-(4-(1-((5-(2,4-difluorophenoxy)pyrazin-2-yl)amino)-1-oxopropan-2-yl)-2,2-dimethylpiperazine-1-carbonyl)pyrimidine 1-oxide FC1=C(OC=2N=CC(=NC2)NC(C(C)N2CC(N(CC2)C(=O)C2=NC=[N+](C=C2)[O-])(C)C)=O)C=CC(=C1)F